O=C(C[C@H](C(NC[C@@H](C)C1=CC=CC=C1)=O)NC([O-])=O)NC(C1=CC=CC=C1)(C1=CC=CC=C1)C1=CC=CC=C1 [(1R)-3-oxo-1-[[(2S)-2-phenylpropyl]carbamoyl]-3-(tritylamino)propyl]carbamate